FC1=C(C=C(C=C1)OC[C@H]1N(CCC1)C=1C=NNC(C1C(F)(F)F)=O)C(=O)N1CCN(CC1)C1=CC=C(C=N1)C#N 6-[4-[(2-fluoro-5-[[(2S)-1-[6-oxo-5-(trifluoromethyl)-1,6-dihydropyridazin-4-yl]pyrrolidin-2-yl]methoxy]phenyl)carbonyl]piperazin-1-yl]pyridine-3-carbonitrile